CC(=O)N[C@@H](CCCCNP(=O)([O-])OC[C@@H]1[C@H]([C@H]([C@@H](O1)N2C=NC3=C2N=C(NC3=O)N)O)O)C(=O)OC The molecule is an organic phosphoramidate anion obtained by removal of the proton from the phosphoramidate OH group of N(epsilon)-(5'-guanylyl)-N(alpha)-acetyl-L-lysine methyl ester; major species at pH 7.3. It derives from a guanosine 5'-monophosphate. It is a conjugate base of a N(epsilon)-GMP-N(alpha)-acetyl-L-lysine methyl ester.